tert-butyl N-tert-butoxycarbonyl-N-[3-ethyl-5-[[2-oxo-2-[(2R,5S)-5-methyl-2-[2-[rel-(3R)-1-methyl-3-piperidyl]indazol-6-yl]-1-piperidyl]acetyl]amino]-2-pyridyl]carbamate C(C)(C)(C)OC(=O)N(C(OC(C)(C)C)=O)C1=NC=C(C=C1CC)NC(C(N1[C@H](CC[C@@H](C1)C)C=1C=CC2=CN(N=C2C1)[C@H]1CN(CCC1)C)=O)=O |o1:42|